COC(=O)C1(C(C2=CC=CC(=C2C1)OC)=O)C 4-methoxy-2-methyl-1-oxo-2,3-dihydro-1H-indene-2-carboxylic acid methyl ester